N-(5-{16-[4-(1-cyano-1-methylethyl)phenyl]-8,11,13,14,16-pentaazatetracyclo[8.6.0.02,7.011,15]-hexadec-1(10),2,4,6,8,12,14-heptaen-4-yl}pyridin-2-yl)-2-(morpholin-4-yl)acetamide C(#N)C(C)(C)C1=CC=C(C=C1)N1C2=NN=CN2C=2C=NC3=CC=C(C=C3C12)C=1C=CC(=NC1)NC(CN1CCOCC1)=O